5-(4-(difluoromethyl)-6-(((R)-1,1,1-trifluorobutan-2-yl)amino)pyridin-3-yl)-4-((S)-2-methylPyrrolidine-1-carbonyl)thiazole-2-carboxylic acid ethyl ester C(C)OC(=O)C=1SC(=C(N1)C(=O)N1[C@H](CCC1)C)C=1C=NC(=CC1C(F)F)N[C@@H](C(F)(F)F)CC